4-Amino-8-(2-methoxypyridin-3-yl)-2-oxo-N-propyl-1,2-dihydroquinoline-3-carboxamide NC1=C(C(NC2=C(C=CC=C12)C=1C(=NC=CC1)OC)=O)C(=O)NCCC